(E)-1-[2-[(Z)-Dec-4-enoxy]-6-hydroxyphenyl]-3-[4-(methoxymethoxy)phenyl]prop-2-en-1-one C(CC\C=C/CCCCC)OC1=C(C(=CC=C1)O)C(\C=C\C1=CC=C(C=C1)OCOC)=O